[K].ClC1=C(C=C(C=C1)F)C1NC(C2=C1C(=CC1=C(N(N=C21)C)CC2CC2)C2=C(C(=O)N)C=C(C=C2F)C(F)(F)F)=O (6-(2-chloro-5-fluorophenyl)-3-(cyclopropylmethyl)-2-methyl-8-oxo-2,6,7,8-tetrahydropyrrolo[3,4-g]indazol-5-yl)-3-fluoro-5-(trifluoromethyl)benzamide potassium